O1CCC(=CC1)C=1C=NC(=NC1)N1CCC(CC1)N1C2=C(N(C(C1=O)=O)C)C=C(C=N2)F 4-(1-(5-(3,6-dihydro-2H-pyran-4-yl)pyrimidin-2-yl)piperidin-4-yl)-7-fluoro-1-Methyl-1,4-dihydropyrido[2,3-b]pyrazine-2,3-dione